4-Isobutylphenylethylbenzene C(C(C)C)C1=CC=C(C=C1)CCC1=CC=CC=C1